5-[bis(3-methoxybenzyl)aminocarbonyloxyethoxy]pyridine COC=1C=C(CN(C(=O)OCCOC=2C=CC=NC2)CC2=CC(=CC=C2)OC)C=CC1